diphenyl-(2,4,6'-trimethylbenzoyl)phosphine oxide C1(=CC=CC=C1)P(C(C1=C(C=C(C=C1C)C)C)=O)(C1=CC=CC=C1)=O